O=C1NC(CC[C@@H]1N1C(C2=CC=CC(=C2C1)OCC=1C=C2CCCC(C2=CC1)N1CCN(CC1)C1=C(C=C(C#N)C=C1)F)=O)=O 4-(4-(6-(((2-((S)-2,6-dioxopiperidin-3-yl)-1-oxoisoindolin-4-yl)oxy)methyl-yl)-1,2,3,4-tetrahydronaphthalen-1-yl)piperazin-1-yl)-3-fluorobenzonitrile